N-(6-(4-Methylpiperazin-1-yl)pyridin-3-yl)-4-(6-(pyrimidin-5-yl)imidazo[1,2-a]pyridin-3-yl)pyrimidin-2-amine CN1CCN(CC1)C1=CC=C(C=N1)NC1=NC=CC(=N1)C1=CN=C2N1C=C(C=C2)C=2C=NC=NC2